2-ethenyl-thiophene C(=C)C=1SC=CC1